F[C@H]1CN(CC[C@H]1NC1=NN2C(C=N1)=CN=C2C(C)CC)C(=O)OC(C)(C)C tert-butyl (3S,4R)-3-fluoro-4-{[7-(sec-butyl)imidazo[4,3-f][1,2,4]triazin-2-yl]amino}piperidine-1-carboxylate